Cl.ClC1=C(C2=C(NC(=N2)[C@]2(N(CCC2)C(=O)C2=C(C=CC(=C2)OC)N2N=CC=N2)C)C=C1)C (S)-(2-(5-chloro-4-methyl-1H-benzo[d]imidazol-2-yl)-2-methylpyrrolidin-1-yl)(5-methoxy-2-(2H-1,2,3-triazol-2-yl)phenyl)methanone hydrochloride